CS(=O)(=O)CCN(CC[C@@H](C(=O)O)NC1=NC=C(C=N1)C(F)(F)F)CCCCC1=NC=2NCCCC2C=C1 (S)-4-((2-(methylsulfonyl)ethyl)(4-(5,6,7,8-tetrahydro-1,8-naphthyridin-2-yl)butyl)amino)-2-((5-(trifluoromethyl)pyrimidin-2-yl)amino)butanoic acid